C(C(C)C)C1N(CCN(C1)S(=O)(=O)C)C1=NC=C2C(=N1)N(N=C2C=2C=C(C=C(C2)C(F)(F)F)O)C 3-(6-(2-isobutyl-4-(methylsulfonyl)piperazin-1-yl)-1-methyl-1H-pyrazolo[3,4-d]pyrimidin-3-yl)-5-(trifluoromethyl)phenol